ClC=1C(=NN(C(C1)=O)CC(=O)N)C(C)C 2-(4-chloro-3-isopropyl-6-oxopyridazin-1(6H)-yl)acetamide